COC(C1=C(C(=CC=C1)Cl)CBr)=O.CN1C(=NN=C1)C1=C(C=CC=C1)C1=CC(=CC=C1)N1C(C2=CC(=CC(=C2C1)C(F)(F)F)COC1CCN(CC1)C)=O 2-(2'-(4-methyl-4H-1,2,4-triazol-3-yl)-[1,1'-biphenyl]-3-yl)-6-(((1-methylpiperidin-4-yl)oxy)methyl)-4-(trifluoromethyl)isoindolin-1-one methyl-2-(bromomethyl)-3-chlorobenzoate